diethylbismuthanyloxy(diethyl)bismuthane C(C)[Bi](O[Bi](CC)CC)CC